(S)-5-(1-(6-(2-methylmorpholino)pyrimidin-4-yl)-1H-indazol-6-yl)spiro[2.3]hexane-5-carbonitrile C[C@@H]1OCCN(C1)C1=CC(=NC=N1)N1N=CC2=CC=C(C=C12)C1(CC2(CC2)C1)C#N